1,1'-azobis(hexahydrobenzonitrile) N(=NC1(C#N)CCCCC1)C1(C#N)CCCCC1